4-bromo-2-((2,4-dichlorophenylimino)-methyl)phenyl isobutyrate C(C(C)C)(=O)OC1=C(C=C(C=C1)Br)C=NC1=C(C=C(C=C1)Cl)Cl